(R)-2-(acetylamino)-3-mercapto-propanamide C(C)(=O)N[C@H](C(=O)N)CS